8-chloro-2-fluoro-6-(methoxymethoxy)-1-methylthionaphthalene ClC=1C=C(C=C2C=CC(=C(C12)SC)F)OCOC